FC=1C=C2C(N(C(NC2=CC1)=S)[C@H]1[C@@H](C1)C)=O 6-Fluoro-3-(trans-2-methylcyclopropyl)-2-thioxo-2,3-dihydroquinazolin-4(1H)-one